BrC=1N=C(C(=NC1)CN(C(OC(C)(C)C)=O)C[C@H]1NC(CC1)=O)OC (S)-tert-butyl ((5-bromo-3-methoxypyrazin-2-yl)methyl)((5-oxopyrrolidin-2-yl)methyl)carbamate